indolium chloride salt [Cl-].[NH2+]1C=CC2=CC=CC=C12